2-((R)-3-(1-((R)-1-(2,4-dichlorophenyl)ethyl)-3-(trifluoromethyl)-1H-pyrazolo[3,4-b]pyrazin-6-yl)azetidin-3-yl)ethan-1-ol benzenesulfonate C1(=CC=CC=C1)S(=O)(=O)OCCC1(CNC1)C1=CN=C2C(=N1)N(N=C2C(F)(F)F)[C@H](C)C2=C(C=C(C=C2)Cl)Cl